tert-butyl-decane C(C)(C)(C)CCCCCCCCCC